N1=CC(=CC=C1)C1=NC2=CC=CC=C2C(=N1)NC(C(=O)O)CC 2-((2-(pyridin-3-yl)quinazolin-4-yl)amino)butanoic acid